C(C)OC1=C(C=NC(=C1)OCC1=CC=C(C=C1)OC)C1=CC(=C(C=C1)CC(=O)NC=1C=C(C(=O)NCCN2CC(C2)F)C=C(C1)C(F)(F)F)F 3-(2-(4-(4-ethoxy-6-[(4-methoxyphenyl)methoxy]pyridin-3-yl)-2-fluorophenyl)acetamido)-N-(2-(3-fluoroazetidin-1-yl)ethyl)-5-(trifluoromethyl)benzamide